({[(2R,3S,4R,5R)-5-(6-chloro-4-{[(1S)-(4-fluorophenyl)ethyl]amino}-1H-pyrazolo[3,4-b]pyridin-1-yl)-3,4-dihydroxyoxolan-2-yl]methoxy}methyl)phosphonic acid ClC1=CC(=C2C(=N1)N(N=C2)[C@H]2[C@@H]([C@@H]([C@H](O2)COCP(O)(O)=O)O)O)NCCC2=CC=C(C=C2)F